CS(=O)(=O)[O-].C(CCCCCCCCCCC)(=O)C[N+](C)(C)CC lauroyl-ethyltrimethylammonium methylsulfonate salt